C(C)(C)(C)OC(=O)N1CC(C1)(F)C=1C=NC(=CC1)Cl 3-(6-Chloropyridin-3-yl)-3-fluoroazetidine-1-carboxylic acid tert-butyl ester